FC1=CC=C(C=C1)/C=C/C(=O)OCC[N@+](C1=CC=CC=C1)(CCO)[O-] (S,E)-N-(2-((3-(4-Fluorophenyl)acryloyl)oxy)ethyl)-N-(2-hydroxyethyl)aniline oxide